gallium-ytterbium [Yb].[Ga]